2-((5-(trifluoromethyl)pyridin-3-yl)oxy)benzonitrile FC(C=1C=C(C=NC1)OC1=C(C#N)C=CC=C1)(F)F